3-[4-[2-[2-(4-piperidyloxy)ethoxy]ethyl]phenyl]piperidine-2,6-dione N1CCC(CC1)OCCOCCC1=CC=C(C=C1)C1C(NC(CC1)=O)=O